C(=O)OC1=C(C=CC(=C1)C(F)(F)F)C1=C2C(=C(N=N1)NC1CNCCOC1)C=NC=C2 2-{4-[(1,4-oxazepan-6-yl)amino]pyrido[3,4-d]pyridazin-1-yl}-5-(trifluoromethyl)phenol formate